tert-Butyl N-[(1R)-3-({6-[(3R)-3-{[(tert-butoxy)carbonyl]amino}phenylpropoxy]hexa-2,4-diyn-1-yl}oxy)-1-phenylpropyl]carbamate C(C)(C)(C)OC(=O)NC=1C=C(C=CC1)CCCOCC#CC#CCOCC[C@H](C1=CC=CC=C1)NC(OC(C)(C)C)=O